NC1=NC=NN2C1=C(C=C2C=2C(=CC(=C(C(=O)N[C@@H]1CN(C[C@@H]1F)C([C@@](C(F)(F)F)(C)O)=O)C2)F)C)C(F)(F)F 5-[4-amino-5-(trifluoromethyl)pyrrolo[2,1-f][1,2,4]triazin-7-yl]-2-fluoro-N-[(3R,4S)-4-fluoro-1-[(2R)-3,3,3-trifluoro-2-hydroxy-2-methylpropanoyl]pyrrolidin-3-yl]-4-methylbenzamide